2,6-dichloro-N-[4-methyl-3-(trifluoromethyl)-phenyl]pyridine-3-carboxamide ClC1=NC(=CC=C1C(=O)NC1=CC(=C(C=C1)C)C(F)(F)F)Cl